O=C1NC2=CC=C(C=C2C=C1C1=CC=C(C=C1)NC(C)=O)C1=CC=C(C=C1)C1CCN(CC1)C(C)C N-[4-(2-oxo-6-{4-[1-(propan-2-yl)piperidin-4-yl]phenyl}-1,2-dihydroquinolin-3-yl)phenyl]acetamide